C(C)(C)(C)OC(=O)N1[C@@H]2[C@@H]([C@@H](C[C@H]1CCC2)OC=2N=NC(=CC2)Cl)F |r| rac-(1S,2S,3R,5R)-3-((6-chloropyridazin-3-yl)oxy)-2-fluoro-9-azabicyclo[3.3.1]nonane-9-carboxylic acid tert-butyl ester